ClC=1C=C2C(=C(C=NC2=CC1)NC(CC1=NC=C(N=C1)C)=O)NC1C(COCC1)(F)F N-{6-chloro-4-[(3,3-difluorotetrahydro-2H-pyran-4-yl)amino]quinolin-3-yl}-2-(5-methylpyrazin-2-yl)acetamide